4-[(3S)-3-[tert-butoxycarbonyl(methyl)amino]pyrrolidin-1-yl]-5-methoxy-2-methyl-indazole-7-carboxylic acid C(C)(C)(C)OC(=O)N([C@@H]1CN(CC1)C=1C2=CN(N=C2C(=CC1OC)C(=O)O)C)C